trans-methoxycinnamaldehyde COC(C=O)=CC1=CC=CC=C1